ClC=1SC=C(N1)C=N[S@](=O)C(C)(C)C (R)-N-((2-chlorothiazol-4-yl)methylene)-2-methylpropan-2-sulfinamide